(R*)-(7-fluorospiro[chromane-2,1'-cyclopropan]-4-yl)methanesulfonamide FC1=CC=C2[C@@H](CC3(CC3)OC2=C1)CS(=O)(=O)N |o1:5|